Ethyl 6-(4-amino-5-(4-phenoxyphenyl)-7H-pyrrolo[2,3-d]pyrimidin-7-yl)spiro[2.5]octane-1-carboxylate NC=1C2=C(N=CN1)N(C=C2C2=CC=C(C=C2)OC2=CC=CC=C2)C2CCC1(CC1C(=O)OCC)CC2